(1-(5-(5-methyl-3,4,5,6-tetrahydropyridin-2-yl)benzo[d]thiazol-2-yl)cyclopropyl)methanamine CC1CCC(=NC1)C=1C=CC2=C(N=C(S2)C2(CC2)CN)C1